tert-Butyl 6-(4-aminophenyl)-3-(bis(tert-butoxycarbonyl)amino)-4-cyclopropyl-pyrazolo[3,4-d]pyrimidine-1-carboxylate NC1=CC=C(C=C1)C1=NC(=C2C(=N1)N(N=C2N(C(=O)OC(C)(C)C)C(=O)OC(C)(C)C)C(=O)OC(C)(C)C)C2CC2